C(C1=CC=CC=C1)O[C@H]1[C@H](C(O[C@]1(COCCOCCOCCO)COCC1=CC=CC=C1)O)O (3R,4S,5S)-4-benzyloxy-5-(benzyloxymethyl)-5-[2-[2-(2-hydroxyethoxy)-ethoxy]ethoxymethyl]tetrahydrofuran-2,3-diol